ClC=1C=CC(=C(C1)O)OC1=C(C=C(C=C1)Cl)Cl 5-Chloro-2-(2,4-dichlorophenoxy)-phenol